C(C1=CC=CC=C1)(=O)O[Sn]1(OCCN(CC(O1)C)CC)OC(C1=CC=CC=C1)=O 6-ethyl-4-methyl-1,3,6,2-dioxazastannocan-2,2-diyl dibenzoate